Difucosyllactose C[C@H]1[C@H]([C@H]([C@@H]([C@@H](O1)O[C@@H]2[C@H]([C@H]([C@H](O[C@H]2O[C@@H]3[C@H](OC([C@@H]([C@H]3O[C@H]4[C@H]([C@@H]([C@@H]([C@@H](O4)C)O)O)O)O)O)CO)CO)O)O)O)O)O